CO[Si](CCCOC(C(=C)C)=O)(OC)OC.BrC1=C(C(=O)C2=CC=C(OCCCC3=C(C(=O)N)C=CC=N3)C=C2)C=C(C=C1)Cl (3-(4-(2-bromo-5-chlorobenzoyl)phenoxy)propyl)nicotinamide 3-trimethoxysilylpropyl-2-methylprop-2-enoate